ClC1=CC=C(C(=N1)C=1C=CC(=C(C=O)C1)O)NC(C)C=1C=C(C=C2C(C(=C(OC12)N1CCC(CC1)(F)F)C)=O)C 5-[6-chloro-3-[1-[2-(4,4-difluoro-1-piperidyl)-3,6-dimethyl-4-oxo-chromen-8-yl]ethylamino]-2-pyridyl]-2-hydroxy-benzaldehyde